C(CCC)N(CCO)CCCC.P(=O)(OCCCCCCCCCCCCCCCC(C)C)(O)O Isostearyl phosphate-dibutylethanolamine salt